N-(1,2-dimethylimidazo[4,5-c]pyridin-7-yl)-1,1-diphenyl-methanimine CN1C(=NC=2C=NC=C(C21)N=C(C2=CC=CC=C2)C2=CC=CC=C2)C